2-[(6-chloro-4-fluoro-indazol-1-yl)methoxy]ethyl-trimethyl-silane ClC1=CC(=C2C=NN(C2=C1)COCC[Si](C)(C)C)F